2-({2-methyl-5-({[4-(methylsulfonyl) benzyl]amino}carbonyl)-6-oxo-1-[3-(trifluoromethyl)phenyl]-1,6-dihydropyridin-3-yl}oxy)ethyl acetate C(C)(=O)OCCOC1=C(N(C(C(=C1)C(=O)NCC1=CC=C(C=C1)S(=O)(=O)C)=O)C1=CC(=CC=C1)C(F)(F)F)C